C(N)(O[C@@H](C)[C@]1(CN(CC1)C(C)(C)C=1C=NC(=CC1)C)CCC=1SC(=CC1)F)=O |o1:5| (S)-1-((R or S)-3-(2-(5-fluorothiophen-2-yl)ethyl)-1-(2-(6-methylpyridin-3-yl)propan-2-yl)pyrrolidin-3-yl)ethyl carbamate